OC1(C(NCCCC1)=O)C1=CC=C(C(=O)OC(C)(C)C)C=C1 tert-Butyl 4-(3-hydroxy-2-oxoazepan-3-yl)benzoate